3-(5-(((1R,2S)-2-(chroman-4-ylamino)cyclohexyl)methyl)-1-oxoisoindolin-2-yl)piperidine-2,6-dione O1CCC(C2=CC=CC=C12)N[C@@H]1[C@H](CCCC1)CC=1C=C2CN(C(C2=CC1)=O)C1C(NC(CC1)=O)=O